ClC1=C(C=CC(=C1)OC1=NC(=CC=C1)C)C(C1=CNC2=C1C1=C(NC([C@](N1)(C)COC)=O)C=N2)O (2S)-9-((2-chloro-4-((6-methylpyridin-2-yl)oxy)phenyl)(hydroxyl)methyl)-2-(methoxymethyl)-2-methyl-1,2,4,7-tetrahydro-3H-pyrrolo[3',2':5,6]pyrido[3,4-b]pyrazin-3-one